FC1(C(C1)CN1N=CN=C1C(=O)OC)F Methyl 1-((2,2-difluorocyclopropyl)methyl)-1H-1,2,4-triazole-5-carboxylate